OC(CN(O)CC(O)C1=CC=CC=C1)C1=CC=CC=C1 N,N-bis(2-hydroxy-2-phenylethyl)hydroxylamine